BrC=1C(=C(OC2CCC(CC2)CCC(=O)O)C=CC1)C 3-((1r,4r)-4-(3-bromo-2-methylphenoxy)cyclohexyl)propanoic acid